OC1=CC=C(C=C1)C(C)(C)C1(CC=CC=C1)C(C)(C)C1=CC=C(C=C1)O 1,1-bis[2-(4-hydroxyphenyl)-2-propyl]-benzene